FCCCOC1=C(C=NC=C1)C(=O)N 4-(3-fluoropropoxy)pyridine-3-carboxamide